C(C(C)C)[C@@H]1N=C(N(C1)C1=CC=CC=C1)C1=C(N)C=CC=C1 2-[(4S)-4-isobutyl-N-phenyl-2-imidazolinyl]Aniline